C1(=CC=CC=C1)C(=N)C1=CC=CC=C1 1,1-Diphenyl-methanimine